1-(4-bromophenyl)-N-cyanocyclopropane-1-carboxamide BrC1=CC=C(C=C1)C1(CC1)C(=O)NC#N